5-Benzyl 1-isopropyl(((9H-fluoren-9-yl)methoxy)carbonyl)-L-tryptophyl-L-glutamate C(C)(C)N1C=C(C[C@H](NC(=O)OCC2C3=CC=CC=C3C=3C=CC=CC23)C(=O)N[C@@H](CCC(=O)OCC2=CC=CC=C2)C(=O)[O-])C2=CC=CC=C12